N-(6-(2-(((S)-2-fluorobutyl)amino)-4-(((1r,4S)-4-hydroxycyclohexyl)amino)pyrimidin-5-yl)pyridin-3-yl)-1-methylpiperidine-4-carboxamide F[C@H](CNC1=NC=C(C(=N1)NC1CCC(CC1)O)C1=CC=C(C=N1)NC(=O)C1CCN(CC1)C)CC